C(C)N1N=CC2=CC=C(C=C12)C1=CC(=NN1C1=C(C=CC=C1)[N+](=O)[O-])CO [5-(1-Ethyl-1H-indazol-6-yl)-1-(2-nitrophenyl)-1H-pyrazol-3-yl]methanol